ClC=1C=C(C=C(C1)C=1N=NN(N1)C)[C@H]1N(CCN(C1)S(=O)(=O)C)C(C=C)=O (R)-1-(2-(3-chloro-5-(2-methyl-2H-tetrazol-5-yl)phenyl)-4-(methylsulfonyl)piperazin-1-yl)prop-2-en-1-one